FC(C(=O)O)(F)F.ClC1=CC(=CN2C(=CC(=C12)C=1CCNCC1)C=1SC(=NN1)C(F)F)S(=O)(=O)NC1(CC1)CF 8-chloro-3-(5-(difluoromethyl)-1,3,4-thiadiazol-2-yl)-N-(1-(fluoromethyl)cyclopropyl)-1-(1,2,3,6-tetrahydropyridin-4-yl)indolizine-6-sulfonamide 2,2,2-trifluoroacetate